FC1(CCC(CC1)C1=NC=NC(=C1NC(C1=CN=C(C(=C1)F)OC)=O)C1=C(C=CC(=C1)F)F)F N-(4-(4,4-difluorocyclohexyl)-6-(2,5-difluorophenyl)pyrimidin-5-yl)-5-fluoro-6-methoxynicotinamide